4-(4-(cyclopropanesulfonamido)-3-fluorophenyl)-1H-pyrrolo[2,3-b]pyridin C1(CC1)S(=O)(=O)NC1=C(C=C(C=C1)C1=C2C(=NC=C1)NC=C2)F